NC=1C=2N(C(=CN1)Cl)N=C(C2C2=CC(=C(C(=O)NCC1CCC1)C=C2)OC)C2=C(C=C(C=C2)N)C 4-(4-amino-7-chloro-2-(4-amino-2-methylphenyl)pyrazolo[1,5-a]pyrazin-3-yl)-N-(cyclobutylmethyl)-2-methoxybenzamide